(4-hydroxy-1-piperidyl)-[1-[2-[1-[3-(trifluoromethyl)phenyl]-4-piperidyl]ethyl]-5,6-dihydro-4H-cyclopenta[c]pyrazol-3-yl]methanone OC1CCN(CC1)C(=O)C=1C2=C(N(N1)CCC1CCN(CC1)C1=CC(=CC=C1)C(F)(F)F)CCC2